(1,1-dimethylsilazepan-4-yl)-4-fluoro-5-methyl-1H-pyrrolo[2,3-c]pyridine-2-carboxamide C[Si]1(NCC(CCC1)N1C(=CC=2C1=CN=C(C2F)C)C(=O)N)C